N[13C@@H]([13CH2]O)[13C](=O)O L-serine-13C3